3-(benzo[d]thiazol-5-ylmethyl)quinolin-2(1H)-one S1C=NC2=C1C=CC(=C2)CC=2C(NC1=CC=CC=C1C2)=O